C(C)(C)C=1N=C(SC1)C(=O)C1=CNC2=CC(=CC=C12)OCCC(=O)OCC ethyl 3-[[3-(4-isopropylthiazole-2-carbonyl)-1H-indol-6-yl]oxy]propanoate